NC1=NC=2C=CC=CC2C2=C1N=C(N2CC(C)(O)C)CCCC 1-(4-amino-2-butyl-1H-imidazo[4,5-c]quinolin-1-yl)-2-methylpropan-2-ol